O=C1[C@@H]2C[C@@H]2CN1C=1C=C(C=NC1)C(C)N1N=NC(=C1)C(=O)O 1-(1-(5-((1R,5S)-2-oxo-3-azabicyclo[3.1.0]hexan-3-yl)pyridin-3-yl)ethyl)-1H-1,2,3-triazole-4-carboxylic acid